tert-butyl 5-bromopentylcarbamate BrCCCCCNC(OC(C)(C)C)=O